O=C1NC(CC[C@@H]1N1C(C2=CC=C(C=C2C1)N1CCN(CC1)[2H])=O)=O 4-(2-((S)-2,6-dioxopiperidin-3-yl)-1-oxoisoindolin-5-yl)piperazin-d